FC(CN1N=C(C=CC1=O)[Sn](C)(C)C)(F)F 2-(2,2,2-Trifluoroethyl)-6-(trimethylstannyl)pyridazin-3(2H)-one